4-amino-1,3-benzodioxole NC1=CC=CC=2OCOC21